ONC(C(CCCCCCCCCC)S(=O)(=O)O)=O 1-(hydroxyamino)-1-oxododecane-2-sulfonic acid